5-(2-fluoro-6-hydroxy-4-(4-(2-methoxyethyl)piperazin-1-yl)phenyl)-1,2,5-thiadiazolidin-3-one 1,1-dioxide FC1=C(C(=CC(=C1)N1CCN(CC1)CCOC)O)N1CC(NS1(=O)=O)=O